BrCCC1(COC(O1)(CC)CC)CCBr 5,5-Bis(bromoethyl)-2,2-diethyl-1,3-dioxolane